FC1=C(C=C2CN(CC2=C1)S(=O)(=O)C)NC=1N=CC2=C(N1)C(=NC(=C2)C)N2CC1(C2)CNC1 N-(6-fluoro-2-(methylsulfonyl)isoindolin-5-yl)-6-methyl-8-(2,6-diazaspiro[3.3]heptan-2-yl)pyrido[3,4-d]pyrimidin-2-amine